(1R*,4R*)-3,3-difluoro-N-methoxy-N-methyl-4-(methylsulfonamido)-1-(3-(pyrimidin-2-yl)benzyl)cyclopentane-1-carboxamide FC1(C[C@@](C[C@H]1NS(=O)(=O)C)(C(=O)N(C)OC)CC1=CC(=CC=C1)C1=NC=CC=N1)F |o1:3,5|